C(C)N1N=C(N=C1N)N 1-ethyl-3,5-diamino-1,2,4-triazole